FC=1C(NC(N(C1)[C@H]1C[C@@H]([C@H](O1)[C@@H](C)O[P@](=O)(OC1=CC=CC=C1)N[C@@H](C)C(=O)OC(C)C)O)=O)=O isopropyl ((S)-((R)-1-((2S,3S,5R)-5-(5-fluoro-2,4-dioxo-3,4-dihydropyrimidin-1(2H)-yl)-3-hydroxytetrahydrofuran-2-yl)ethoxy)(phenoxy)phosphoryl)-L-alaninate